C(#N)C=1C=C(C=NC1OC(F)(F)F)NC(=O)[C@@H]1C[C@](C2=C1C=NC=1N2N=C(C1)F)(C=1C=NN(C1)C)C trans-N-(5-cyano-6-(trifluoromethoxy)pyridin-3-yl)-2-fluoro-8-methyl-8-(1-methyl-1H-pyrazol-4-yl)-7,8-dihydro-6H-cyclopenta[e]pyrazolo[1,5-a]pyrimidine-6-carboxamide